ClC=1C=C(C(=O)N2CC(C(=CC2)C2=C3C(=NC(=C2)NC(=O)C2CC2)NC=C3)C)C(=CN1)Cl N-(4-(1-(2,5-dichloroisonicotinoyl)-3-methyl-1,2,3,6-tetrahydropyridin-4-yl)-1H-pyrrolo[2,3-b]pyridin-6-yl)cyclopropylcarboxamide